pyridine-2-carboxylic acid 4-(piperazine-1-sulfonyl)-benzylamide N1(CCNCC1)S(=O)(=O)C1=CC=C(CNC(=O)C2=NC=CC=C2)C=C1